Phthalid C1(=O)OCC2=CC=CC=C12